CCCCCCCCCCCCCCCCCC(=O)OC[C@H](COP(=O)(O)OC[C@H](CO)O)OC(=O)CCCCCC/C=C\C/C=C\C/C=C\CCCCC 1-octadecanoyl-2-(8Z,11Z,14Z-eicosatrienoyl)-glycero-3-phospho-(1'-sn-glycerol)